O=C1NC(CCC1NC1=CC(=C(C=C1)N1CCC(CC1)N1CCC(CC1)C(=O)N[C@@H]1CC[C@H](CC1)NC1=NC=C(C(=N1)C1=CC(=CC=C1)N1C(C=CC=C1)=O)F)F)=O trans-1'-(4-((2,6-dioxopiperidin-3-yl)amino)-2-fluorophenyl)-N-(4-((5-fluoro-4-(3-(2-oxopyridin-1(2H)-yl)phenyl)pyrimidin-2-yl)amino)cyclohexyl)-[1,4'-bipiperidine]-4-carboxamide